2-methyl-2,3-dihydrothieno[3,4-b][1,4]dioxin CC1COC=2C(O1)=CSC2